BrC=1C(=C(C=C(C1)Cl)C1=CC(=C(C=C1)N1C(N(C=C1)C)=O)Cl)OC 1-(3'-bromo-3,5'-dichloro-2'-methoxy-[1,1'-biphenyl]-4-yl)-3-methyl-1H-imidazol-2(3H)-one